γ-[2-(2-methoxyethoxy)ethyl]-L-glutamate COCCOCCC(C[C@H](N)C(=O)[O-])C(=O)[O-]